4-(2-((3aR,5s,6aS)-5-benzyl-5-fluoro-hexahydrocyclopenta[c]pyrrol-2(1H)-yl)-1-hydroxyethyl)phenol C(C1=CC=CC=C1)C1(C[C@@H]2[C@@H](CN(C2)CC(O)C2=CC=C(C=C2)O)C1)F